acryloxyhexyl-triethoxysilane C(C=C)(=O)OCCCCCC[Si](OCC)(OCC)OCC